1-(5H-imidazolo[5,1-a]isoindol-5-yl)cycloheptan-1-ol C=1N=CN2C1C1=CC=CC=C1C2C2(CCCCCC2)O